7-(bromomethyl)-5-cyclopropyl-3-methylquinoxalin-2(1H)-one BrCC1=CC(=C2N=C(C(NC2=C1)=O)C)C1CC1